FC1=C(C=C(OCCCCCCOCCOCCOCCCCCC(=O)O)C=C1)[C@@H](C)NC(C1=CC(=CC=C1)NCC1=NN=C(N1C)C1=NC=NC=C1)=O (R)-6-(2-(2-((6-(4-fluoro-3-(1-(3-(((4-methyl-5-(pyrimidin-4-yl)-4H-1,2,4-triazol-3-yl)methyl)amino)benzamido)ethyl)phenoxy)hexyl)oxy)ethoxy)ethoxy)hexanoic acid